C(C)N(CCNC(OC[C@H]1OC[C@@H]([C@H]1OCC(CCCCCCCC)CCCCCC)OCC(CCCCCCCC)CCCCCC)=O)CC ((2R,3R,4S)-3,4-bis((2-hexyldecyl)oxy)tetrahydrofuran-2-yl)methyl (2-(diethylamino)ethyl)carbamate